O1C(=CC=C1)C(=O)[O-].O1C(=CC=C1)C(=O)[O-].O1C(=CC=C1)C(=O)[O-].C(=O)(O)C1=CC=C(C=C1)[I+]C1=CC=C(C=C1)C(C)(C)CC.C(=O)(O)C1=CC=C(C=C1)[I+]C1=CC=C(C=C1)C(C)(C)CC.C(=O)(O)C1=CC=C(C=C1)[I+]C1=CC=C(C=C1)C(C)(C)CC (4-carboxyphenyl)(4-t-amylphenyl)iodonium trifurate